(2S,2'S)-1-[(2S)-1-oxo-2-(3,4,5-trimethoxyphenyl)butyl]-2-piperidinecarboxylic acid O=C([C@@H](CC)C1=CC(=C(C(=C1)OC)OC)OC)N1[C@@H](CCCC1)C(=O)O